FC(C1=NN=C(S1)N1N=CC2=C(C=C(C=C12)S(=O)(=O)NC1(CC1)C#N)N1CCC2(COC2)CC1)F 1-[({1-[5-(difluoromethyl)(1,3,4-thiadiazol-2-yl)]-4-(2-oxa-7-azaspiro[3.5]non-7-yl)-1H-indazol-6-yl}sulfonyl)amino]cyclopropanecarbonitrile